Hydrazine Sulfate S(=O)(=O)(O)O.NN